3-methyl-N-[(1s,4s)-4-{[2-(trifluoromethyl)imidazo[1,2-a]pyridin-5-yl]amino}cyclohexyl]-2H-indazole-7-carboxamide CC=1NN=C2C(=CC=CC12)C(=O)NC1CCC(CC1)NC1=CC=CC=2N1C=C(N2)C(F)(F)F